((1,2,2,4-tetramethyl-1,2-dihydroquinolin-6-yl)oxy)hexanoic acid CN1C(C=C(C2=CC(=CC=C12)OC(C(=O)O)CCCC)C)(C)C